COC1=CC=C(C=C1)C2=COC3=CC(=CC(=C3C2=O)O)O[C@H]4[C@@H]([C@H]([C@@H]([C@H](O4)COC(=O)CC(=O)O)O)O)O The molecule is a glycosyloxyisoflavone that is biochanin A 7-O-beta-D-glucoside in which the hydroxy group at position 6 of the glucosyl moiety has been acylated by one of the carboxy groups of malonic acid. It is a member of 4'-methoxyisoflavones, a glycosyloxyisoflavone and a beta-D-glucoside. It derives from a biochanin A. It is a conjugate acid of a biochanin A 7-O-beta-D-glucoside 6''-O-malonate.